(4-fluorophenyl)(7-methyl-4-phenyl-7H-pyrrolo[2,3-d]pyrimidin-6-yl)(phenyl)phosphine oxide FC1=CC=C(C=C1)P(C1=CC=CC=C1)(C1=CC2=C(N=CN=C2C2=CC=CC=C2)N1C)=O